5-benzyl 1-methyl N6-((benzyloxy)carbonyl)-N2-(tert-butoxycarbonyl)-L-lysyl-L-leucyl-L-glutamate C(C1=CC=CC=C1)OC(=O)NCCCC[C@H](NC(=O)OC(C)(C)C)C(=O)N[C@@H](CC(C)C)C(=O)N[C@@H](CCC(=O)OCC1=CC=CC=C1)C(=O)OC